OCC1=CC(=NO1)C(=O)O 5-(hydroxymethyl)isoxazole-3-carboxylic acid